5-tert-butyl 3-methyl 6-methyl-1H,4H,5H,6H,7H-pyrazolo[4,3-c]pyridine-3,5-dicarboxylate CC1CC2=C(CN1C(=O)OC(C)(C)C)C(=NN2)C(=O)OC